C1(CC1)[C@H](C)NC(=O)C1=CC(=NN1)C=1C=C(C=CC1)C=1OC(=CN1)C(=O)NC1(CCC1)C(=O)OC methyl (S)-1-(2-(3-(5-((1-cyclopropylethyl)carbamoyl)-1H-pyrazol-3-yl)phenyl)oxazole-5-carboxamido)cyclobutane-1-carboxylate